[Pd].CC1=C(C=CC=C1)P (2-methylphenylphosphine) palladium